7-(4-chloro-3-fluorophenyl)-5-cyclopentyl-5,6,7,8-tetrahydro-2,7-naphthyridine-3-carboxylic acid ClC1=C(C=C(C=C1)N1CC(C=2C=C(N=CC2C1)C(=O)O)C1CCCC1)F